C(N)(OCC[Si](C)(C)C)=O 2-trimethylsilyl-ethyl carbamate